6-hydroxypyridazine-3-carboxamide OC1=CC=C(N=N1)C(=O)N